C(C)(C)(C)OC(=O)N[C@@H](C(=O)OC)CCC(CC1=CC=C(C=C1)Cl)=O methyl (R)-2-((tert-butoxycarbonyl) amino)-6-(4-chlorophenyl)-5-oxohexanoate